C(C)(C)(C)OC(=O)N(C1=CN=C(C=C1C(=O)OC)CC(F)(F)F)C(=O)OC(C)(C)C Methyl 5-(di-tert-butoxycarbonylamino)-2-(2,2,2-trifluoroethyl)isonicotinate